NN[C@@H](CCC(N)=O)C(=O)O aminoglutamine